3-(4-ethylbenzyl)-1-(β-D-glucopyranosyl)-1H-indole C(C)C1=CC=C(CC2=CN(C3=CC=CC=C23)[C@H]2[C@H](O)[C@@H](O)[C@H](O)[C@H](O2)CO)C=C1